2-(2,4-difluorophenoxy)-1-(2-(5-(trifluoromethyl)-1,2,4-oxadiazol-3-yl)-6,7-dihydrothieno[3,2-c]pyridin-5(4H)-yl)ethan-1-one FC1=C(OCC(=O)N2CC3=C(CC2)SC(=C3)C3=NOC(=N3)C(F)(F)F)C=CC(=C1)F